tert-butyl (7R,14S)-14-amino-8-oxo-2,5,9-triazatricyclo[13.3.1.02,7]nonadeca-1(19),15,17-triene-5-carboxylate N[C@H]1CCCCNC([C@H]2CN(CCN2C=2C=CC=C1C2)C(=O)OC(C)(C)C)=O